C(#N)C1CCN(CC1)CCN1C(=NC2=C3CC[C@@H](N(C3=CC=C21)C(=O)OC)C)CCN2C(C=CC=C2)=O methyl (7S)-3-[2-(4-cyanopiperidin-1-yl)ethyl]-7-methyl-2-[2-(2-oxo-1,2-dihydropyridin-1-yl)ethyl]-3H,6H,7H,8H,9H-imidazo[4,5-f]quinoline-6-carboxylate